2-chloro-N-(1-oxo-1,3-dihydroisobenzofuran-4-yl)acetamide ClCC(=O)NC1=C2COC(C2=CC=C1)=O